(R)-7-[2-[3-(1-amino-7-isoquinolinyl)-4-methyl-phenyl]ethynyl]-5,6-dihydro-cyclopenta[b]pyridin-7-ol NC1=NC=CC2=CC=C(C=C12)C=1C=C(C=CC1C)C#C[C@@]1(CCC=2C1=NC=CC2)O